7-chloro-3-(2-chloro-4-(fluoromethyl)thiophen-3-yl)-1-(5-methoxypyridin-2-yl)-3,4-dihydropyrimido[4,5-d]pyrimidin-2(1H)-one ClC1=NC=C2C(=N1)N(C(N(C2)C2=C(SC=C2CF)Cl)=O)C2=NC=C(C=C2)OC